3,5-Dibromo-3'-(trifluoromethyl)salicylanilide BrC1=C(C(C(=O)NC2=CC(=CC=C2)C(F)(F)F)=CC(=C1)Br)O